CN([C@@H]1CC[C@@H](CC1)NC1=NN2C(C=N1)=C(C=C2)C=2C=NC=1N(C2)C(=CN1)C)C cis-N1,N1-dimethyl-N4-(5-(3-methylimidazo[1,2-a]pyrimidin-6-yl)pyrrolo[2,1-f][1,2,4]triazin-2-yl)cyclohexane-1,4-diamine